FC1=C(C=CC=C1)N1N=NC(=C1)C(CC)N1C=C(C2=C1N=CN=C2N)C=2C(=NC=NC2)OC 7-{1-[1-(2-Fluorophenyl)-1H-1,2,3-triazol-4-yl]propyl}-5-[4-methoxypyrimidin-5-yl]-7H-pyrrolo[2,3-d]pyrimidin-4-amine